N=1N=C(N2C1COCC2)C=2C1=C(N(N2)C2=CC=C(C=C2)CN2CCOCC2)C=2C=CC=CC2S(C1)(=O)=O 3-(5,6-dihydro-8H-[1,2,4]triazolo[3,4-c][1,4]oxazin-3-yl)-1-(4-(morpholinomethyl)phenyl)-1,4-dihydrothiochromeno[4,3-c]pyrazole 5,5-dioxide